1-ethyl-9,10-bis(n-butylcarbonyloxy)anthracene tert-butyl-(5-(difluoromethyl)-6-(1H-1,2,3-triazol-1-yl)pyridine-3-yl)carbamate C(C)(C)(C)N(C(O)=O)C=1C=NC(=C(C1)C(F)F)N1N=NC=C1.C(C)C1=CC=CC2=C(C3=CC=CC=C3C(=C12)OC(=O)CCCC)OC(=O)CCCC